ClC1=C(C=C(C=C1)N1N=C(N=C1CNC(=O)NCC1=NC2(CCC2)C(N1C1=CC=C2C=CC=NC2=C1)=O)C)F 1-{[1-(4-chloro-3-fluorophenyl)-3-methyl-1H-1,2,4-triazol-5-yl]methyl}-3-{[8-oxo-7-(quinolin-7-yl)-5,7-diazaspiro[3.4]oct-5-en-6-yl]methyl}urea